OC1(C(=O)O)C=CC(C(=O)O)(C=C1)O 1,4-dihydroxyterephthalic acid